B([O-])([O-])[O-].C(C(=O)O)(=O)O.C(C(=O)O)(=O)O.[Li+].[Li+].[Li+] lithium (bisoxalic acid) borate